COC(C1=C(C(=CC=C1)OC)I)OC 1-(dimethoxymethyl)-2-iodo-3-methoxy-benzene